(13R)-13-methyl-19-(oxan-2-yl)-8,14-dioxa-10,17,19,20-tetraazatetracyclo[13.5.2.12,6.018,21]tricosa-1(20),2(23),3,5,15(22),16,18(21)-heptaen-9-one C[C@@H]1CCNC(OCC2=CC=CC(C3=NN(C=4N=CC(O1)=CC34)C3OCCCC3)=C2)=O